trans-methyl 4-[[5-fluoro-4-[3-(3-hydroxyoxetan-3-yl)phenyl]pyrimidin-2-yl]amino]cyclohexanecarboxylate FC=1C(=NC(=NC1)N[C@@H]1CC[C@H](CC1)C(=O)OC)C1=CC(=CC=C1)C1(COC1)O